BrC1=C(N=C(S1)C1(CCC1)O[Si](C)(C)C(C)(C)C)C [1-(5-bromo-4-methyl-thiazol-2-yl)cyclobutoxy]-tert-butyl-dimethyl-silane